(9,9-diphenyl-9H-fluoren-2-yl)carboxylic acid C1(=CC=CC=C1)C1(C2=CC=CC=C2C=2C=CC(=CC12)C(=O)O)C1=CC=CC=C1